C1(=CC=C(C=C1)C(C(C)(N1CCOCC1)OC)=O)C1=CC=CC=C1 1-(biphenyl-4-yl)-2-methoxy-2-morpholinopropan-1-one